OC=1C=C(C(=O)C2=CC=C(C=C2)C(C)(C)C)C=CC1O 3,4-dihydroxyl-4'-tert-butylbenzophenone